2-bromo-5-(4-(3,4-dichlorophenyl)-5-isobutylthiazol-2-yl)benzoic acid BrC1=C(C(=O)O)C=C(C=C1)C=1SC(=C(N1)C1=CC(=C(C=C1)Cl)Cl)CC(C)C